2-chloro-1-(9-(4-((1R,3R)-2-(2,2-difluoroethyl)-3-methyl-2,3,4,9-tetrahydro-1H-pyrido[3,4-b]indol-1-yl)-3-methoxyphenyl)-3,9-diazaspiro[5.5]undecan-3-yl)ethan-1-one ClCC(=O)N1CCC2(CC1)CCN(CC2)C2=CC(=C(C=C2)[C@H]2N([C@@H](CC1=C2NC2=CC=CC=C12)C)CC(F)F)OC